(1H-indol-3-yl)-3-oxo-4-(thiophen-3-ylmethyl)-3,4-dihydro-2H-benzo[b][1,4]thiazine-7-carboxamide N1C=C(C2=CC=CC=C12)C1C(N(C2=C(S1)C=C(C=C2)C(=O)N)CC2=CSC=C2)=O